4-[2-[2-(dimethylamino)ethoxy]-8-methyl-4-piperazin-1-yl-6,8-dihydro-5H-pyrido[3,4-d]pyrimidin-7-yl]naphthalen-2-ol bis-trifluoroacetate FC(C(=O)O)(F)F.FC(C(=O)O)(F)F.CN(CCOC=1N=C(C2=C(N1)C(N(CC2)C2=CC(=CC1=CC=CC=C21)O)C)N2CCNCC2)C